OC1=C(C=CC=C1)C(\C=C\C1=CC=C(C=C1)OCCCCCCCCC)=O (E)-1-(2-Hydroxyphenyl)-3-(4-nonoxyphenyl)prop-2-en-1-one